ClC=1C=C(C=CC1)CCN1C[C@@H]([C@H](C1)C)COC1=CC=C(C=C1)S(=O)(=O)CCCS(=O)(=O)C (3R,4R)-1-[2-(3-chlorophenyl)ethyl]-3-{[4-(3-methanesulfonylpropanesulfonyl)phenoxy]methyl}-4-methylpyrrolidine